(3-pyrrolidin-1-ylpropoxy)-2,3-dihydrobenzofuran-5-amine N1(CCCC1)CCCOC1OC2=C(C1)C=C(C=C2)N